FC=1C=C(C=CC1)CCC(=O)N1C2=C(OCC1)C(=CN=C2)C2=CC=C(C#N)C=C2 4-(4-(3-(3-Fluorophenyl)propanoyl)-3,4-dihydro-2H-pyrido[4,3-b][1,4]oxazin-8-yl)benzonitrile